6-methoxy-5-nitro-pyridin-2-ol COC1=C(C=CC(=N1)O)[N+](=O)[O-]